N-(4-((4-fluorophenyl)sulfonyl)-3,4-dihydro-2H-benzo[b][1,4]oxazin-6-yl)thiophene-2-sulfonamide FC1=CC=C(C=C1)S(=O)(=O)N1C2=C(OCC1)C=CC(=C2)NS(=O)(=O)C=2SC=CC2